COC1=CC(=C(C=C1)NC1=C(C=NN1C)C=O)[N+](=O)[O-] 5-((4-Methoxy-2-nitrophenyl)-amino)-1-methyl-1H-pyrazole-4-carbaldehyde